2,6-dioxobicyclo[3.3.1]nonane-1,3,5,7-tetracarboxylic acid tetramethyl ester COC(=O)C12C(C(CC(C(C(C1)C(=O)OC)=O)(C2)C(=O)OC)C(=O)OC)=O